1,1'-Oxybisbenzol O(C1=CC=CC=C1)C1=CC=CC=C1